C1(CC1)C(=N)N cyclopropane-1-carboxamidine